ClC=1C=CC(=C(C1)C(C)NCC#C)O 3-((1-(5-chloro-2-hydroxyphenyl)ethyl)amino)prop-1-yn